NC(N)=NCCCC(C(=O)NC1=CC=C(C=C1)[N+](=O)[O-])[N-]CC1=CC=CC=C1 N-[5-(diaminomethyleneamino)-1-(4-nitroanilino)-1-oxopentan-2-yl]benzylamide